CN1C2=C(N(C=C1)C1CCN(CC1)CC1=CC=C(C=C1)OC(F)(F)F)N=CC=C2 methyl-4-(1-(4-(trifluoromethoxy)benzyl)piperidin-4-yl)-1,4-dihydropyrido[2,3-b]pyrazine